N-[[3-[4-[[(3S,4R)-3-fluoro-1-methyl-4-piperidyl]amino]-1-(2,2,2-trifluoroethyl)indol-2-yl]-1,2,4-oxadiazol-5-yl]methyl]-1-[1-(hydroxymethyl)cyclopropyl]pyrrole-3-carboxamide F[C@H]1CN(CC[C@H]1NC1=C2C=C(N(C2=CC=C1)CC(F)(F)F)C1=NOC(=N1)CNC(=O)C1=CN(C=C1)C1(CC1)CO)C